CC1=NN=NN1C=1C=C(C=CC1)NC1=NN2C(C=CC=C2OC=2C=C(C=CC2)NC(C=C)=O)=N1 N-(3-(2-(3-(5-methyl-1H-tetrazol-1-yl)phenylamino)-[1,2,4]triazolo[1,5-a]pyridin-5-yloxy)phenyl)acrylamide